(S)-6-(5-(aminomethyl)-2-oxooxazolidin-3-yl)-2H-pyrazino[2,3-b][1,4]oxazin-3(4H)-one NC[C@H]1CN(C(O1)=O)C1=NC2=C(OCC(N2)=O)N=C1